C(C)OC(=O)[C@@H]1[C@@H]2CC[C@H]([C@H]12)O |&1:5| (+-)-(1S,2R,5R)-2-hydroxybicyclo[3.1.0]hexane-6-carboxylic acid ethyl ester